CNC([O-])=O (Methyl)Carbamate